4,6-diamino-2-(4-(tert-butyl)phenyl)pyrimidine-5-carboxylic acid ethyl ester C(C)OC(=O)C=1C(=NC(=NC1N)C1=CC=C(C=C1)C(C)(C)C)N